FC(CNC(=O)N1CNCC1)(F)F N-(2,2,2-trifluoroethyl)imidazolidine-1-carboxamide